copper cobalt titanium [Ti].[Co].[Cu]